C(C)(C)NC1=C(C=NC2=CC=C(N=C12)C=1C=NNC1)C(=O)NCCN1CCOCC1 4-(isopropylamino)-N-(2-morpholinoethyl)-6-(1H-pyrazol-4-yl)-1,5-naphthyridine-3-carboxamide